ClC1=CC=C(CCC2=NN=C(S2)NC(C2=C(C=NC=C2)C2=C(C=CC=C2)OC)=O)C=C1 N-(5-(4-chlorophenethyl)-1,3,4-thiadiazol-2-yl)-3-(2-methoxyphenyl)isonicotinamide